COCC1CN(C1)C1=CC=2C(N=C1)=NNC2 5-[3-(methoxymethyl)azetidin-1-yl]-2H-pyrazolo[3,4-b]pyridin